ClC1=CC=C(C=N1)CN1C=CC=C2C1=NC(N(C2=O)CCCC=C)=O 8-((6-chloropyridin-3-yl)methyl)-3-(pent-4-en-1-yl)pyrido[2,3-d]pyrimidine-2,4(3H,8H)-dione